C(C)(C)C(C(=O)N)(CC)C(C)C 2,2-diisopropylbutanamide